Tert-butyl-(2-chloropyridin-4-yl) methylcarbamate CNC(OC1=C(C(=NC=C1)Cl)C(C)(C)C)=O